ClC1=C2N=C(NC2=NC=N1)C1=CC=C(C=C1)O[C@@H](C)C1=CC=CC=C1 (S)-6-chloro-8-(4-(1-phenylethoxy)phenyl)-9H-purine